(5,8-dimethoxy-1,2,3,4-tetrahydronaphthalen-2-yl)methanamine COC1=C2CCC(CC2=C(C=C1)OC)CN